2,4-diamino-6-cyclohexyltriazine NN1NC(=CC(=N1)N)C1CCCCC1